(S)-4-(cyclopropyl(4-(5,6,7,8-tetrahydro-1,8-naphthyridin-2-yl)butyl)amino)-2-((((4-fluorobenzyl)oxy)carbonyl)amino)butanoic acid C1(CC1)N(CC[C@@H](C(=O)O)NC(=O)OCC1=CC=C(C=C1)F)CCCCC1=NC=2NCCCC2C=C1